CN(C=1N=CC(=NC1)C(=O)O)C 5-(dimethylamino)pyrazine-2-carboxylic acid